BrN1C2(N=C(C1=S)C)C1=CC=CC=C1C1CCC(CC12)OC bromo-2-methoxy-4'-methyl-1,2,3,4,4a,9a-hexahydrospiro[fluorene-9,2'-imidazole]-5'(1'H)-thione